1-[3-(Difluoromethoxy)-6-[5-[(6-methylpyridazin-3-yl)amino]benzimidazol-1-yl]-2-pyridyl]-5-methyl-pyrazole-3-carbonitrile FC(OC=1C(=NC(=CC1)N1C=NC2=C1C=CC(=C2)NC=2N=NC(=CC2)C)N2N=C(C=C2C)C#N)F